4-(4-benzhydryl-piperazine-1-carbonyl)-2-(2,6-dioxopiperidin-3-yl)isoindoline-1,3-dione C(C1=CC=CC=C1)(C1=CC=CC=C1)N1CCN(CC1)C(=O)C1=C2C(N(C(C2=CC=C1)=O)C1C(NC(CC1)=O)=O)=O